C1(=CC=CC=C1)CCCCCCC=1C=C(C=CC1)C1=CC=CC=2C3=CC=CC=C3CC12 {3-(6-phenyl-n-hexyl)}phenylfluorene